1,4-dimethyl-2,3-diaza-bicyclo[2.2.1]hept-5-ene-2,3-dicarboxylic acid dimethyl ester COC(=O)N1C2(C=CC(N1C(=O)OC)(C2)C)C